COC(CCCCCCCOC1=CC=C(C=C1)C(C)=O)=O 8-(4-Acetylphenoxy)octanoic acid methyl ester